ClC=1OC(C(N1)S(=O)(=O)C1=CC=C(C)C=C1)C1=CC=C(C(=O)OC)C=C1 methyl 4-(2-chloro-4-tosyl-4,5-dihydrooxazol-5-yl)benzoate